C(C)(=O)N1CCC(CC1)N1CC2N(C[C@H](C1=O)CC(C)C)C(C(ON2C(=O)OCC2=CC=CC=C2)(C)C)=O benzyl (7R)-9-(1-acetylpiperidin-4-yl)-7-isobutyl-3,3-dimethyl-4,8-dioxooctahydro-1H-[1,2,4]oxadiazino[4,3-a][1,4]diazepine-1-carboxylate